FC1=C(C(=C(C(=N1)C=1C=NC=CC1)N1CCC(CC1)C1=NN=CN1C)C#N)OC fluoro-5-methoxy-3-(4-(4-methyl-4H-1,2,4-triazol-3-yl)piperidin-1-yl)-[2,3'-bipyridine]-4-carbonitrile